1-(tert-butyl) 3-ethyl 6-fluoroindoline-1,3-dicarboxylate FC1=CC=C2C(CN(C2=C1)C(=O)OC(C)(C)C)C(=O)OCC